O=[Cr](=O)(=O)(O)O.NC(CO)(CO)CO tromethamine ketochromate